(1S,3S)-3-((2-(5-chloro-3-(((5-(cyclobutylmethyl)-1,2,4-oxadiazole-3-yl)amino)methyl)thiophen-2-yl)-4-methylpyrimidin-5-yl)oxy)cyclohexane-1-carboxylic acid ClC1=CC(=C(S1)C1=NC=C(C(=N1)C)O[C@@H]1C[C@H](CCC1)C(=O)O)CNC1=NOC(=N1)CC1CCC1